2-chloro-N-((4-(trifluoromethyl)oxazol-2-yl)carbamoyl)acetamide ClCC(=O)NC(NC=1OC=C(N1)C(F)(F)F)=O